NC1=NC=2C(=CC=CC2C=2N1C=C(N2)CC2=C1CCN(CC1=CC=C2)C(C)=O)F 1-(5-((5-amino-7-fluoroimidazo[1,2-c]quinazolin-2-yl)methyl)-3,4-dihydroisoquinolin-2(1H)-yl)ethan-1-one